2,4-dichlorostyrene oxide ClC1=C(C2CO2)C=CC(=C1)Cl